(S)-1-((S)-1-(2-((S)-amino(4,4-difluorocyclohexyl)methyl)benzo[d]oxazol-5-yl)-2-chloroethyl)-4-(trifluoromethyl)imidazolidin-2-one N[C@H](C=1OC2=C(N1)C=C(C=C2)[C@@H](CCl)N2C(N[C@@H](C2)C(F)(F)F)=O)C2CCC(CC2)(F)F